(1S)-1-(5-bromopyridin-2-yl)ethanamine BrC=1C=CC(=NC1)[C@H](C)N